ClC=1CCCOC1 5-chloro-3,4-dihydro-2H-pyran